C(C1=CC=CC=C1)(C1=CC=CC=C1)(C1=CC=CC=C1)SC=CC(=O)O 3-(tritylthio)acrylic acid